BrCC(C(=O)C1=CC=CC=C1)=C 2-(bromomethyl)-1-phenyl-prop-2-en-1-one